COC(C(=O)OCC)=C ethyl 2-methoxypropenoate